N-Ethyl-4-[2-methyl-4-(4-methyl-1,2,4-triazol-3-yl)-pyrazol-3-yl]-6-[7-(trifluoromethyl)-1,3-benzoxazol-2-yl]-pyridin-2-amine C(C)NC1=NC(=CC(=C1)C=1N(N=CC1C1=NN=CN1C)C)C=1OC2=C(N1)C=CC=C2C(F)(F)F